(Z)-3-(4-(4-(aminomethyl)-1-oxo-1,2-dihydro-phthalazin-6-yl)-1-methyl-1H-pyrazol-5-yl)-2-(p-tolyl)acrylonitrile NCC1=NNC(C2=CC=C(C=C12)C=1C=NN(C1\C=C(/C#N)\C1=CC=C(C=C1)C)C)=O